2-(2-naphthyl)-5-amino-4-hydroxy-3(2H)-furanone C1=C(C=CC2=CC=CC=C12)C1OC(=C(C1=O)O)N